2-Bromo-2'-chloroacetophenone BrCC(=O)C1=C(C=CC=C1)Cl